NC(CC(=O)O)C(NC(C(=O)OC1CCCC1)C(=O)OCC)=O 3-amino-3-{[1-(cyclopentyloxy)-3-ethoxy-1,3-dioxopropan-2-yl]carbamoyl}propanoic acid